COC(=O)C1=NC=CC(=C1)NC(CC1=C(C=CC(=C1)Cl)OCC1=CC=C(C=C1)OC)=O 4-[[2-[5-chloro-2-[(4-methoxyphenyl)methoxy]phenyl]acetyl]amino]pyridine-2-carboxylic acid methyl ester